gamma-dimethylaminopropyl-trimethoxysilane CN(CCC[Si](OC)(OC)OC)C